4-methoxy-2-(4-methoxy-2-pyridinyl)pyridine COC1=CC(=NC=C1)C1=NC=CC(=C1)OC